tert-butyl N-[4-(6-amino-5-nitro-pyrimidin-4-yl)oxy-2-methylsulfanyl-phenyl]carbamate NC1=C(C(=NC=N1)OC1=CC(=C(C=C1)NC(OC(C)(C)C)=O)SC)[N+](=O)[O-]